(2S,4R)-9-(1-L-histidylazetidin-3-yl)oxy-5,5-dihydroxy-6-oxa-5-boranuidatricyclo[5.4.0.02,4]undeca-1(7),8,10-triene-8-carboxylic acid disodium salt [Na+].[Na+].N[C@@H](CC1=CNC=N1)C(=O)N1CC(C1)OC1=C(C=2O[B-]([C@@H]3C[C@@H]3C2C=C1)(O)O)C(=O)O.N[C@@H](CC1=CNC=N1)C(=O)N1CC(C1)OC1=C(C=2O[B-]([C@@H]3C[C@@H]3C2C=C1)(O)O)C(=O)O